3-(2-methoxyphenylthiomethyl)-5-(trifluoromethyl)isoxazole COC1=C(C=CC=C1)SCC1=NOC(=C1)C(F)(F)F